C1(CC1)C1=C(C(=NO1)C1=C(C=C(C=C1)F)F)CO (5-cyclopropyl-3-(2,4-difluorophenyl)isoxazol-4-yl)methanol